5-(bromomethyl)benzo[d][1,3]dioxazole BrCC1=CC2=C(ONO2)C=C1